ClC=1C(=C(CN2[C@@H](C[C@@](CC2)(C(=O)O)CC2=NC(=NC(=C2F)C(C)(C)O)NC2=NNC(=C2)C)C)C=CC1)F (2R,4R)-1-(3-chloro-2-fluorobenzyl)-4-((5-fluoro-6-(2-hydroxypropan-2-yl)-2-((5-methyl-1H-pyrazol-3-yl)amino)pyrimidin-4-yl)methyl)-2-methylpiperidine-4-carboxylic acid